3-(5-Chloro-1-methyl-4-((2-phenethyl-2,6-diazaspiro[3.4]octan-6-yl)methyl)-1H-pyrazol-3-yl)-5-methylisoxazole ClC1=C(C(=NN1C)C1=NOC(=C1)C)CN1CC2(CN(C2)CCC2=CC=CC=C2)CC1